COC(=O)C1=CC=NC2=CC=CN=C12 [1,5]naphthyridine-4-carboxylic acid methyl ester